FC1=C(C=C(C=C1)NC(=O)C=1C=C2CCCC2=CC1[N+](=O)[O-])C(F)(F)F N-(4-fluoro-3-(trifluoromethyl)phenyl)-6-nitro-2,3-dihydro-1H-indene-5-carboxamide